C(C)OC(CC1CC(CCC1)C=1C(=NC(=CC1)C=1N=NN(C1COC1OCC1)C)C)=O 2-[3-(2-methyl-6-{1-methyl-5-[(oxetan-2-yloxy)methyl]-1H-1,2,3-triazol-4-yl}pyridin-3-yl)cyclohexyl]acetic acid ethyl ester